methyl (S)-1-((2S,3S)-3-(4-bromothiazol-2-yl)-2-((tert-butoxycarbonyl)amino)-3-(pyrrolidin-1-yl)propanoyl)hexahydropyridazine-3-carboxylate BrC=1N=C(SC1)[C@H]([C@@H](C(=O)N1N[C@@H](CCC1)C(=O)OC)NC(=O)OC(C)(C)C)N1CCCC1